ClC1=NC=C(C(=C1)N)C(F)(F)F 2-chloro-5-(trifluoromethyl)pyridin-4-amine